S(=O)(=O)(O)O.C(C)(CCCCCCCCCCCCCC)OC(C)CCCCCCCCCCCCCC sec-hexadecyl ether sulfate salt